IC1=CC(=C(C(=O)NC2=NC=3N(C=C2)N=CC3C(F)(F)F)C=C1)N1CCC3(CC3)CC1 4-Iodo-2-(6-azaspiro[2.5]oct-6-yl)-N-(3-(trifluoromethyl)pyrazolo[1,5-a]pyrimidin-5-yl)benzamide